N[C@@H](CCSCC[C@H](N)C(=[Se])O)C(=O)O selenohomolanthionine